C(C)(C)(C)OC(=O)NC(CNC(=O)C1=CN=CC(=N1)C=1N(C2=CC=CC=C2C1C)C(=O)OC(C)(C)C)(C)C tert-butyl 2-(6-((2-((tert-butoxycarbonyl)amino)-2-methylpropyl)carbamoyl)pyrazin-2-yl)-3-methyl-1H-indole-1-carboxylate